FC=1C=C(C=CC1OC1=CC=NC2=CC(=C(C=C12)OC)OCCCN1CCCC1)NC(=O)C1=C2C(=CN(C1=O)C1=CC=C(C=C1)F)CCO2 N-[3-fluoro-4-({6-methoxy-7-[3-(pyrrolidin-1-yl)propoxy]quinolin-4-yl}oxy)phenyl]-5-(4-fluorophenyl)-6-oxo-2,3,5,6-tetrahydrofuro[3,2-c]pyridine-7-carboxamide